2-methyl-1-(2,6,6-trimethylcyclohex-1-en-1-yl)but-2-en-1-one CC(C(=O)C1=C(CCCC1(C)C)C)=CC